O=C(CCCCCCCNCCCCCCCC(=O)OC(CCCCCCCC)CCCCCCCC)OC(CC)CCCCCCCC heptadecan-9-yl 8-{[8-oxo-8-(undecan-3-yloxy)octyl]amino}octanoate